(3-chloropropyl)-trimethylammonium chloride [Cl-].ClCCC[N+](C)(C)C